IC=1C=C(C=CC1OC)C(C)=O 1-(3-iodo-4-methoxyphenyl)ethanone